N-[4-[Chloro(difluoro)methoxy]phenyl]-6-oxo-1-(1H-pyrazol-5-yl)pyridine-3-carboxamide ClC(OC1=CC=C(C=C1)NC(=O)C1=CN(C(C=C1)=O)C1=CC=NN1)(F)F